cyclopropyl[(3S)-3-({2-[(6-methoxy-2-methyl-1,2,3,4-tetrahydroisoquinolin-7-yl)amino]quinazolin-7-yl}amino)pyrrolidin-1-yl]methanone C1(CC1)C(=O)N1C[C@H](CC1)NC1=CC=C2C=NC(=NC2=C1)NC1=C(C=C2CCN(CC2=C1)C)OC